C1(=CC=CC=C1)C1C2C(=C(C(C1)C2=O)C(=O)OC)C(=O)OC Dimethyl 5-(phenyl)-7-oxobicyclo[2.2.1]hept-2-ene-2,3-dicarboxylate